COC1=CC=C(CN2N=CC=3C2=NC(=CC3N3CC2=C(CC3)N(N=C2C)CC23CCC(CC2)(CC3)NC(OC(C)(C)C)=O)C)C=C1 tert-butyl (4-((5-(1-(4-methoxybenzyl)-6-methyl-1H-pyrazolo[3,4-b]pyridin-4-yl)-3-methyl-4,5,6,7-tetrahydro-1H-pyrazolo[4,3-c]pyridin-1-yl)methyl)bicyclo[2.2.2]octan-1-yl)carbamate